C1=CC=CC=2OC3=CC=CC=C3N(C12)C1=CC(=C(C=C1)O)C1=NC=CC=C1 4-(10H-phenoxazin-10-yl)-2-(pyridin-2-yl)phenol